Cl.CC1=C(C=CC=C1)CCC1CNCCC1 3-(2-methylphenylethyl)piperidine hydrochloride